CC1(CN(CCO1)C1=CC(=CC(=N1)N1C(N(C=C1C)CC=1C=NN(C1)CC)=O)C(F)(F)F)C 3-[6-(2,2-dimethylmorpholin-4-yl)-4-(trifluoromethyl)pyridin-2-yl]-1-[(1-ethyl-1H-pyrazol-4-yl)methyl]-4-methyl-1,3-dihydro-2H-imidazol-2-one